FC1=CC=C(C=C1)N1CCOC2=C(C1=O)C=C(C=C2)OC2=CC(=NC=C2)C=2C=NN(C2)C 4-(4-fluorophenyl)-7-{[2-(1-methylpyrazol-4-yl)-4-pyridyl]oxy}-2,3-dihydro-1,4-benzoxazepin-5-one